amyl alcohol (Amyl salicylate) C(CCCC)OC=1C(C(=O)OCCCCC)=CC=CC1